OC1=C(C(=O)C)C=CC(=C1)OC 2-hydroxy-4-methoxybenzoylmethane